CC1=C(C=CC(=C1C=1N=CN(C1)C)NC1=NC=C(C=C1)\C(=C\C)\C)S(=O)(=O)N methyl-3-(1-methylimidazol-4-yl)-4-[[5-[(e)-1-methylprop-1-enyl]-2-pyridyl]amino]benzenesulfonamide